1,2-dibromoanthracene BrC1=C(C=CC2=CC3=CC=CC=C3C=C12)Br